C1(CC1)C[C@](CO)(C1=CC=C(C=C1)F)N1N=CC(=C1)C(=O)OCC |r| Ethyl (R and S)-1-(1-cyclopropyl-2-(4-fluorophenyl)-3-hydroxypropan-2-yl)-1H-pyrazole-4-carboxylate